tert-butyl 3-[2-chloro-6-cyano-4-[1-[4-[[2-[(4-methoxyphenyl)methyl-methylsulfonyl-amino]pyrimidin-4-yl]methoxy]phenyl]-1-methyl-ethyl]phenoxy]azetidine-1-carboxylate ClC1=C(OC2CN(C2)C(=O)OC(C)(C)C)C(=CC(=C1)C(C)(C)C1=CC=C(C=C1)OCC1=NC(=NC=C1)N(S(=O)(=O)C)CC1=CC=C(C=C1)OC)C#N